8-(pyridin-3-yl)-3H-pyrrolo[2,3-c]isoquinoline-1-carbaldehyde N1=CC(=CC=C1)C1=CC=2C3=C(N=CC2C=C1)NC=C3C=O